(7S,10R)-7-isopropyl-10-methyl-3-propyl-2,4-dioxaspiro[5.5]undecane C(C)(C)[C@H]1C2(COC(OC2)CCC)C[C@@H](CC1)C